ClC(OC1=CC=C(C=C1)NC(=O)C1=CC2=C(N(C=N2)C(CO)(C)C)C(=C1)C=1C=NC=NC1)(F)F N-(4-(chlorodifluoromethoxy)phenyl)-1-(1-hydroxy-2-methylpropan-2-yl)-7-(pyrimidin-5-yl)-1H-benzo[d]Imidazole-5-carboxamide